6-N-(2-amino-2-phenylethyl)-1,3-dimethyl-4-N-[4-(trifluoromethyl)phenyl]pyrazolo[3,4-d]pyrimidine-4,6-diamine NC(CNC1=NC(=C2C(=N1)N(N=C2C)C)NC2=CC=C(C=C2)C(F)(F)F)C2=CC=CC=C2